(2-isopropyl-4-phenyl-indenyl)(2-methyl-4-(p-tert-butyl-phenyl)indenyl)-zirconium dichloride [Cl-].[Cl-].C(C)(C)C=1C(C2=CC=CC(=C2C1)C1=CC=CC=C1)[Zr+2]C1C(=CC2=C(C=CC=C12)C1=CC=C(C=C1)C(C)(C)C)C